Cl.Cl.N[C@H](CC1=C(C2=NC(=CC(=C2S1)NCC=1SC=CN1)Cl)Br)CCF 2-[(2S)-2-amino-4-fluorobutyl]-3-bromo-5-chloro-N-[(1,3-thiazol-2-yl)methyl]thieno[3,2-b]pyridin-7-amine dihydrochloride